CC=1N(N=C2[C@H](CCCC12)C)CC(=O)N1[C@@H](C[C@H](C1)F)C1=C(C(=CC=C1)OC)C 2-[(7S)-3,7-dimethyl-4,5,6,7-tetrahydroindazol-2-yl]-1-[(2S,4R)-4-fluoro-2-(3-methoxy-2-methyl-phenyl)pyrrolidin-1-yl]ethanone